OCCN(CCN(CCO)CCO)CCN(CCO)CCO 2,2',2'',2'''-((((2-hydroxyethyl)azanediyl)bis(ethane-2,1-diyl))bis(azanetriyl))tetrakis(ethan-1-ol)